4-(2-bromo-4-methyl-1H-imidazol-1-yl)-3,5-difluoroaniline BrC=1N(C=C(N1)C)C1=C(C=C(N)C=C1F)F